C1(CCCCC1)CC1(CCC1)CN 1-[1-(cyclohexylmethyl)cyclobutyl]methanamine